C(C)C1=C(C=CC=C1F)NC1=C(NC2=C1C(NCC2)=O)C2=CC=NC1=C2N=C(N=C1)OC 3-[(2-ethyl-3-fluorophenyl)amino]-2-[2-methoxypyrido[3,2-d]pyrimidin-8-yl]-1H,5H,6H,7H-pyrrolo[3,2-c]pyridin-4-one